NC1=NC=CC=C1C1=NC=2C(=NC(=CC2)C2=CC=CC=C2)N1C=1C=C2CC[C@@H](C2=CC1)NC(C1=CC(=C(C=C1)NC(C(F)F)=O)C=O)=O N-[(1S)-5-[2-(2-aminopyridin-3-yl)-5-phenylimidazo[4,5-b]pyridin-3-yl]-2,3-dihydro-1H-inden-1-yl]-4-(2,2-difluoroacetamido)-3-formylbenzamide